FC=1C=C(C=C(C1)F)SSCC ethyl (3,5-difluorophenyl) disulfide